BrC=1C=C(C=NC1)CN(C(=O)C=1C(=NOC1C)C)C 3,5-dimethyl-isoxazole-4-carboxylic acid (5-bromo-pyridin-3-ylmethyl)-methyl-amide